acryloyloxyethyl-2-hydroxyethylphthalic acid C(C=C)(=O)OCCC=1C(=C(C(C(=O)O)=CC1)C(=O)O)CCO